4-(4-chloro-6-(isopropyl-(propyl)amino)pyridinamido)benzoic acid ClC1=CC(=NC(=C1)N(CCC)C(C)C)C(=O)NC1=CC=C(C(=O)O)C=C1